C1=CC=C(C=C1)C[C@@H](C(=O)N[C@@H](CC2=CC=CC=C2)C(=O)O)NC(=O)CN The molecule is a tripeptide composed of one glycine and two L-phenylalanine residues joined in sequence It has a role as a metabolite.